Cl.OC1CC(NC1)C(=O)N[C@@H](C)C1=CC=C(C=C1)C1=C(N=CS1)C 4-hydroxy-N-((S)-1-(4-(4-methylthiazol-5-yl)phenyl)ethyl)pyrrolidine-2-carboxamide hydrochloride